2-(4,4-difluoroazepan-1-yl)-N-(3-sulfamoylphenyl)quinoline-3-carboxamide FC1(CCN(CCC1)C1=NC2=CC=CC=C2C=C1C(=O)NC1=CC(=CC=C1)S(N)(=O)=O)F